C(C)(C)(C)C1=NC(=NO1)N1C(CN(CC1)CC=1C=NC(=C(C1C)N1C(=NC(=C1C)C(C)(C)C)C1CC1)F)C 5-(tert-butyl)-3-(4-((5-(4-(tert-butyl)-2-cyclopropyl-5-methyl-1H-imidazol-1-yl)-6-fluoro-4-methylpyridin-3-yl)methyl)-2-methylpiperazin-1-yl)-1,2,4-oxadiazole